C(C)C1=CC=C(C=C1)S(=O)(=O)C=1C=NC2=CC=C(C=C2C1N1CCN(CC1)C(C)C)OC 3-((4-ethylphenyl)sulfonyl)-4-(4-isopropylpiperazin-1-yl)-6-methoxyquinoline